C(C)(C)(C)OOC1=C(C(=NN=N1)OOC(C)(C)C)OOC(C)(C)C tris-(t-butylperoxy)triazin